(S)-1-(3-((5-(3-fluorobenzoyl)-2-((4-(4-methylpiperazin-1-yl)phenyl)amino)-7H-pyrrolo[2,3-d]pyrimidin-4-yl)amino)pyrrolidin-1-yl)prop-2-en-1-one FC=1C=C(C(=O)C2=CNC=3N=C(N=C(C32)N[C@@H]3CN(CC3)C(C=C)=O)NC3=CC=C(C=C3)N3CCN(CC3)C)C=CC1